NC=1C2=C(N=CN1)N(C=C2C2=CC(=C(C=N2)NC(=O)NC2=CC(=NO2)C2(CC2)C(F)(F)F)C)C2CC2 1-(6-(4-amino-7-cyclopropyl-7H-pyrrolo[2,3-d]pyrimidin-5-yl)-4-methylpyridin-3-yl)-3-(3-(1-(trifluoromethyl)cyclopropyl)isoxazol-5-yl)urea